ClC1=NC=C2C=CC(=NC2=C1)[C@](C)(O)C1CCN(CC1)C (1R)-1-(7-chloro-1,6-naphthyridin-2-yl)-1-(1-methylpiperidin-4-yl)ethanol